C(=O)(O)COC1CC(CCC1)C1CC(CCC1)OCC(=O)O 3,3'-bis(carboxymethoxy)-1,1'-bicyclohexane